(S)-1-((6-(6,7-dihydro-5H-cyclopenta[b]pyridin-4-yl)-2-ethynylpyridin-3-yl)oxy)-2,4-dimethylpentan-2-amine N1=C2C(=C(C=C1)C1=CC=C(C(=N1)C#C)OC[C@](CC(C)C)(N)C)CCC2